Glycidyloxy-propyltrimethoxysilan C(C1CO1)OCO[Si](OC)(OC)CCC